C(C)N(C(C(N)=O)=O)CC1=C(C=C(C=C1)S(F)(F)(F)(F)F)C N'-Ethyl-N'-[[2-methyl-4-(pentafluoro-sulfanyl)phenyl]methyl]oxamide